C(NCC)([2H])([2H])[2H] N-(methyl-d3)ethan-1-amine